trans-[4-[(2-methylpyrazol-3-yl)methyl]cyclohexyl]-[(3S)-3-(6-methylpyridin-3-yl)-1,2-oxazolidin-2-yl]methanone CN1N=CC=C1C[C@@H]1CC[C@H](CC1)C(=O)N1OCC[C@H]1C=1C=NC(=CC1)C